(S)-3-((9-ethyl-2-(((2R,3S)-2-hydroxypentan-3-yl)amino)-9H-purin-6-yl)amino)-N-(2,2,2-trifluoroethyl)pyrrolidine-1-sulfonamide C(C)N1C2=NC(=NC(=C2N=C1)N[C@@H]1CN(CC1)S(=O)(=O)NCC(F)(F)F)N[C@H]([C@@H](C)O)CC